(2,6-Dichloropyridin-4-yl)methyl (S)-2-amino-2-(1-methylcyclopropyl)acetate hydrochloride Cl.N[C@H](C(=O)OCC1=CC(=NC(=C1)Cl)Cl)C1(CC1)C